8-(4-Cyano-2-methylphenyl)-9-(4-((1-(3-fluoropropyl)azetidin-3-yliden)methyl)phenyl)-6,7-dihydro-5H-benzo[7]annulen C(#N)C1=CC(=C(C=C1)C=1CCCC2=C(C1C1=CC=C(C=C1)C=C1CN(C1)CCCF)C=CC=C2)C